thietane 1,1-dioxide hydrochloride Cl.S1(CCC1)(=O)=O